distearyl(3,5-di-tert-butyl-4-hydroxybenzyl)phosphonate C(CCCCCCCCCCCCCCCCC)OP(OCCCCCCCCCCCCCCCCCC)(=O)CC1=CC(=C(C(=C1)C(C)(C)C)O)C(C)(C)C